2-(4-Chloro-2-(methoxymethoxy)-6-methylphenyl)-4,4,5,5-tetramethyl-1,3,2-dioxaborolane ClC1=CC(=C(C(=C1)C)B1OC(C(O1)(C)C)(C)C)OCOC